2-(2-{5'-fluoro-1',3-dimethyl-1H,1'H-[4,6'-biindazol]-1-yl}acetamido)-N-{[(2H-1,2,3,4-tetrazol-5-yl)carbamoyl]methyl}acetamide FC=1C=C2C=NN(C2=CC1C=1C=2C(=NN(C2C=CC1)CC(=O)NCC(=O)NCC(NC=1N=NNN1)=O)C)C